(R)-5-bromo-N-methyl-2,3-dihydro-1H-inden-1-amine BrC=1C=C2CC[C@H](C2=CC1)NC